NC(=O)C=1C=C(C=CC1F)C1=CC(=C(C=C1F)OC)C(=O)O 3'-Aminocarbonyl-4',6-difluoro-4-methoxy-[1,1'-biphenyl]-3-carboxylic acid